CC1NC(C2=C(NC1=O)C=CC=C2)=O 3-methyl-3,4-dihydro-1H-benzo[e][1,4]diazepin-2,5-dione